CN(C1=C(C(=NC=2N1C=CN2)C)CC2=CC=C(C=C2)S(=O)(C)=N)C (4-((5-(dimethylamino)-7-methylimidazo[1,2-a]pyrimidin-6-yl)methyl)phenyl)(imino)(methyl)-λ6-sulfanone